CC1=CC=C2C=CC=NC2=C1 7-methylquinoline